FC(OC1=C(C=CC=C1)N1C[C@H](CC1)CN1C[C@@H](C([C@@H](C1)O)O)O)(F)F (3S,4R,5R)-1-(((R)-1-(2-(trifluoromethoxy)phenyl)pyrrolidin-3-yl)methyl)piperidine-3,4,5-triol